FC(C)(F)C1=NC(=CC(=N1)NC1=CC(=NC=C1OCC1=CC(=NO1)OC)NC(C)=O)C N-(4-((2-(1,1-difluoroethyl)-6-methylpyrimidin-4-yl)amino)-5-((3-methoxyisoxazol-5-yl)methoxy)pyridin-2-yl)acetamide